2-(4-(4-(8-chloro-7-((2-methyl-1H-benzo[d]imidazol-6-yl)oxy)quinoxalin-2-yl)-1H-pyrazol-1-yl)piperidin-1-yl)-N-methylacetamide ClC=1C(=CC=C2N=CC(=NC12)C=1C=NN(C1)C1CCN(CC1)CC(=O)NC)OC=1C=CC2=C(NC(=N2)C)C1